(R)-N-((4-fluoro-bicyclo[2.2.1]hept-1-yl)methylene)-2-methylpropan-2-sulfinamide FC12CCC(CC1)(C2)C=N[S@](=O)C(C)(C)C